C(C)OC(C(CC1=C(C=CC=C1)C)N(CC(C)C)C(=O)OCC)=O 2-((ethoxycarbonyl)(isobutyl)amino)-3-(o-tolyl)propionic acid ethyl ester